O1C(OCC1)CO\N=C(\C(F)(F)F)/C1=CC=C(C=C1)Cl (1E)-1-(4-chlorophenyl)-2,2,2-trifluoroethanone O-(1,3-dioxolan-2-ylmethyl)oxime